4-(4-Ethynyl-3,5-difluorophenyl)-4'-(trifluoromethoxy)-1,1'-biphenyl C(#C)C1=C(C=C(C=C1F)C1=CC=C(C=C1)C1=CC=C(C=C1)OC(F)(F)F)F